2H-5,8-epiminocyclohepta[d]pyrimidine-10-carboxamide N=1CN=CC=2C1C=C1C=CC2N1C(=O)N